trans-1,2-diaminomethylbutane platinum (II) [Pt+2].NCCC(CC)CN